FC=1C=2N(C=C(C1)C1=CNC=3N=C(N=CC31)NC=3C=NC(=CC3)N3CCN(CC3)C)N=CN2 5-(8-fluoro-[1,2,4]triazolo[1,5-a]pyridin-6-yl)-N-(6-(4-methylpiperazin-1-yl)pyridin-3-yl)-7H-pyrrolo[2,3-d]pyrimidin-2-amine